(1S,3S)-methyl-3-((2-cyclopropyl-6-(5-formyl-1-methyl-1H-1,2,3-triazol-4-yl)pyridin-3-yl)oxy)cyclohexanecarboxylate COC(=O)[C@@H]1C[C@H](CCC1)OC=1C(=NC(=CC1)C=1N=NN(C1C=O)C)C1CC1